(S)-tert-butyl 4-(4-(2-(2-(2-(methoxymethoxy)phenyl)-6a,7,9,10-tetrahydro-5H-pyrazino[1',2':4,5]pyrazino[2,3-c]pyridazin-8(6H)-yl)pyrimidin-5-yl)benzyl)piperazine-1-carboxylate COCOC1=C(C=CC=C1)C=1C=C2C(=NN1)NC[C@@H]1N2CCN(C1)C1=NC=C(C=N1)C1=CC=C(CN2CCN(CC2)C(=O)OC(C)(C)C)C=C1